CC1(CC1)NS(=O)(=O)C=1C=C(C=2N(C1)C(=CN2)CCC)C2N(CCNC2)C(=O)N (6-(N-(1-methylcyclopropyl)sulfamoyl)-3-propylimidazo[1,2-a]pyridin-8-yl)piperazine-1-carboxamide